5-(2-amino-1-hydroxyethyl)-4-methoxyisobenzofuran-1(3H)-one NCC(O)C=1C(=C2COC(C2=CC1)=O)OC